N-(3-chloropropyl)morpholine ClCCCN1CCOCC1